3-({[(2-methoxypyridin-4-yl)methyl][4-(pyridin-3-yl)butan-2-yl]amino}methyl)-4H-benzo[h]chromen-4-one COC1=NC=CC(=C1)CN(C(C)CCC=1C=NC=CC1)CC1=COC2=C3C(=CC=C2C1=O)C=CC=C3